1-(4-(3-(3-chloro-4-fluorophenyl)ureido)-3-fluorophenyl)-7-methoxy-[1,2,4]triazolo[4,3-a]quinoxaline-8-carboxamide ClC=1C=C(C=CC1F)NC(NC1=C(C=C(C=C1)C1=NN=C2N1C1=CC(=C(C=C1N=C2)OC)C(=O)N)F)=O